N1(C=NC=C1)CCCOC1=NC=2C3=C(C=CC2C2=CC(=C(C=C12)OC)OC)C=C1C(=C3)OCO1 13-(3-(1H-imidazol-1-yl)propoxy)-2,3-dimethoxy-[1,3]dioxolo[4',5':4,5]benzo[1,2-c]phenanthridine